CN1C(C2(C3=C1C=NC=1C=CC(=CC31)C=3C=C(C(=NC3)OCCCN3CCOCC3)NS(=O)(=O)C3CC3)CCC2)=O N-(5-(3'-Methyl-2'-oxo-2',3'-dihydrospiro[cyclobutane-1,1'-pyrrolo[2,3-c]quinolin]-8'-yl)-2-(3-morpholinopropoxy)pyridin-3-yl)cyclopropanesulfonamide